(6S)-6-cyclopropyl-4-(5-methyl-1H-indazol-4-yl)-2-(2-(2-propenoyl)-2,6-diazaspiro[3.4]octan-6-yl)-6,7-dihydro-5H-cyclopenta[b]pyridine-3-carbonitrile C1(CC1)[C@H]1CC=2C(=NC(=C(C2C2=C3C=NNC3=CC=C2C)C#N)N2CC3(CN(C3)C(C=C)=O)CC2)C1